ClC1=NC=C(C(=N1)C1=CN(C2=CC=CC=C12)S(=O)(=O)C1=CC=CC=C1)Cl 3-(2,5-dichloropyrimidin-4-yl)-1-(benzenesulfonyl)-1H-indole